7Z,10Z,13Z,16Z,19Z-docosapentaenoate C(C=CC=C\C=C/C=C\C=C/CCCCCCCCCCC)(=O)[O-]